3-((2S)-3-(8-(chroman-6-ylsulfonyl)-1-oxa-8-azaspiro[4.5]decan-3-ylamino)-2-hydroxypropoxy)-N-methylbenzenesulfonamide O1CCCC2=CC(=CC=C12)S(=O)(=O)N1CCC2(CC(CO2)NC[C@@H](COC=2C=C(C=CC2)S(=O)(=O)NC)O)CC1